OCC=1C(=CN=NC1)C1=NNC(=C1)N1C(C(CCC1)CC1=CC(=C(C(=C1)F)F)F)=O 1-(3-(5-(Hydroxymethyl)pyridazin-4-yl)-1H-pyrazol-5-yl)-3-(3,4,5-trifluorobenzyl)piperidin-2-one